3-(1-{2-(2-fluoro-5-hydroxybenzoyl)-2-aza-6-spiro[3.3]heptyl}-5-(trifluoromethyl)-3-pyrazolyl)-2(1H)-pyridinone FC1=C(C(=O)N2CC3(C2)CC(C3)N3N=C(C=C3C(F)(F)F)C=3C(NC=CC3)=O)C=C(C=C1)O